CCCCCCCCC(CCCCC)=O Tetradecan-9-one